N[C@@H](CO)CC (R)-2-aminobutan-1-ol